[Pd].[Pd].C1(=CC=CC=C1)CC(=O)C(=CC1=CC=CC=C1)C1=CC=CC=C1.C1(=CC=CC=C1)CC(=O)C(=CC1=CC=CC=C1)C1=CC=CC=C1.C1(=CC=CC=C1)CC(=O)C(=CC1=CC=CC=C1)C1=CC=CC=C1 tris(diphenylbenzylideneacetone) dipalladium